di(octan-3-yl) 9,9'-(ethane-1,2-diyl-bis((2-hydroxyethyl)azanediyl))dinonanoate C(CN(CCO)CCCCCCCCC(=O)OC(CC)CCCCC)N(CCO)CCCCCCCCC(=O)OC(CC)CCCCC